(R)-1-(2-(4-((S)-5-(3,5-difluorophenyl)-4,5-dihydro-1H-pyrazole-1-carbonyl)piperazin-1-yl)-5-fluoropyrimidine-4-carbonyl)pyrrolidine-3-carboxamide FC=1C=C(C=C(C1)F)[C@@H]1CC=NN1C(=O)N1CCN(CC1)C1=NC=C(C(=N1)C(=O)N1C[C@@H](CC1)C(=O)N)F